ClCCCOC1=CC=C(C=C1)F 1-(3-chloropropyloxy)-4-fluorobenzene